(1S,2R,3S,4R,5S)-2,3-dihydroxy-N-methyl-4-(6-((2-phenylcyclopropyl)amino)-2-(phenylethynyl)-9H-purin-9-yl)bicyclo[3.1.0]hexane-1-carboxamide O[C@@H]1[C@@]2(C[C@@H]2[C@H]([C@@H]1O)N1C2=NC(=NC(=C2N=C1)NC1C(C1)C1=CC=CC=C1)C#CC1=CC=CC=C1)C(=O)NC